CC1(CCNCC1)C(=N)NC=1C=NC=C(C1)C 4-methyl-N-(5-methylpyridin-3-yl)piperidine-4-carboxamidine